N1(C(CCCC1)C(=O)[O-])C(=O)ONC(=O)OC(C)(C)C ((tert-butoxycarbonyl) amino) piperidine-1,2-dicarboxylate